4-allyl-N4-(benzo[d][1,3]dioxol-5-ylmethyl)-6-(3-methoxyphenyl)pyrimidine-2,4-diamine C(C=C)C1(NC(=NC(=C1)C1=CC(=CC=C1)OC)N)NCC1=CC2=C(OCO2)C=C1